[1-(hydroxymethyl)cyclohexyl]methyl (8S)-5-(7H-pyrrolo[2,3-d]pyrimidin-4-yl)-5-azaspiro[2.5]octane-8-carboxylate N1=CN=C(C2=C1NC=C2)N2CC1(CC1)[C@H](CC2)C(=O)OCC2(CCCCC2)CO